(1-methyl-1H-pyrrol-2-yl)(4-(5-phenyl-4,5-dihydro-1H-pyrazole-1-carbonyl)piperidin-1-yl)methanone 2,2,2-trifluoroacetate FC(C(=O)O)(F)F.CN1C(=CC=C1)C(=O)N1CCC(CC1)C(=O)N1N=CCC1C1=CC=CC=C1